1-(5-(((2S,4R)-2-methylpiperidin-4-yl)methyl)pyrazolo[1,5-a]pyridin-3-yl)dihydropyrimidine-2,4(1H,3H)-dione C[C@@H]1NCC[C@H](C1)CC1=CC=2N(C=C1)N=CC2N2C(NC(CC2)=O)=O